Methyl (1R,4Z,8S)-8-aminocyclooct-4-ene-1-carboxylate HCl Cl.N[C@H]1CC\C=C/CC[C@H]1C(=O)OC